S1CCN(CC1)N1N=C2C=CC=CC2=C1 Thiomorpholino-2H-indazole